NC=1C2=C(C(NN1)=O)N(N=C2C2=CC=C(CNC(C1=C(C=CC(=C1)F)OC)=O)C=C2)[C@@H](C)C2CC2 (S)-N-(4-(4-amino-1-(1-cyclopropylethyl)-7-oxo-6,7-dihydro-1H-pyrazolo[3,4-d]pyridazin-3-yl)benzyl)-5-fluoro-2-methoxybenzamide